Rac-[(2R,5S)-5-amino-1-{2-[1-(cyclopropylmethyl)-1H-pyrrolo[2,3-b]pyridin-2-yl]-7-methoxy-1-methyl-1H-1,3-benzodiazole-5-carbonyl}piperidin-2-yl]methanol N[C@H]1CC[C@@H](N(C1)C(=O)C1=CC2=C(N(C(=N2)C2=CC=3C(=NC=CC3)N2CC2CC2)C)C(=C1)OC)CO |r|